7-(piperazin-1-yl)isoquinolin-1-amine N1(CCNCC1)C1=CC=C2C=CN=C(C2=C1)N